BrC=1C=C(C(=C(C1)O)I)F 5-bromo-3-fluoro-2-iodophenol